S1C(=CC=C1)CCCC(=O)N[C@@H](C)C(=O)N1[C@@H](CCC1)C(=O)N (2S)-1-((4-(2-Thienyl)butanoyl)alanyl)pyrrolidine-2-carboxamide